(S)-N-(2-chloro-6-fluorophenyl)-5-fluoro-4-(2-(hydroxymethyl)-1-methyl-1H-imidazol-4-yl)-2-((1,1,1-trifluoropropan-2-yl)oxy)benzamide ClC1=C(C(=CC=C1)F)NC(C1=C(C=C(C(=C1)F)C=1N=C(N(C1)C)CO)O[C@H](C(F)(F)F)C)=O